2-chloro-3-hydroxy-5-methylbenzonitrile ClC1=C(C#N)C=C(C=C1O)C